BrC=1OC=C2C=C(C(=CC12)Cl)Cl 3-bromo-5,6-dichloroisobenzofuran